8-cyclopentyl-6-hydroxymethyl-2-(5-phenylamino-pyridin-2-ylamino)-8H-pyrido[2,3-d]Pyrimidin-7-one C1(CCCC1)N1C(C(=CC2=C1N=C(N=C2)NC2=NC=C(C=C2)NC2=CC=CC=C2)CO)=O